4-(methyl((26Z,29Z)-pentatriaconta-26,29-dien-17-yl)amino)butan-1-ol CN(CCCCO)C(CCCCCCCCCCCCCCCC)CCCCCCCC\C=C/C\C=C/CCCCC